Cl.N[C@H]1[C@H](CCC1)O (1S,2R)-2-aminocyclopentanol hydrochloride